Cl.FC1=CC=C(C=C1)C(N1[C@@H](CN[C@H](C1)C)COC)C1=CC=C(C=C1)F (2S,5S)-1-(Bis(4-fluorophenyl)methyl)-2-(methoxymethyl)-5-methylpiperazine hydrochloride